3,5-dichloro-N-(1,1-dimethylpropynyl)benzamide ClC=1C=C(C(=O)NC(C#C)(C)C)C=C(C1)Cl